C12(CC(C1)C2)N2N=CC=C2 1-(bicyclo[1.1.1]pentane-1-yl)-1H-pyrazole